BrC1=CC=C(C=C1)NC(=O)C1=CC=CC(=N1)C1=NC=CC=C1 N-p-bromophenyl-2,2'-bipyridine-6-carboxamide